FC(C=1C=C(C=CC1)NC(NC=1C=C(SC1)C1=CC(=NC=C1)C(=O)NCC1=CC=CC=C1)=S)(F)F 4-{4-[3-[3-trifluoromethylphenyl]thioureido]-thiophenyl}-N-benzylpyridine-2-formamide